CC=1C(=CN=NC1)C(=O)N 5-methylpyridazine-4-carboxamide